FC=1C=C(C=NC1)C=1N=C(C=2OC[C@H](NC2N1)C)NCCC1=CNC2=CC=CC=C12 (7R)-2-(5-fluoro-3-pyridyl)-N-[2-(1H-indol-3-yl)ethyl]-7-methyl-7,8-dihydro-6H-pyrimido[5,4-b][1,4]oxazin-4-amine